tert-butyl 5-amino-3-(2,2-difluorocyclopropyl)-1H-pyrazole-1-carboxylate NC1=CC(=NN1C(=O)OC(C)(C)C)C1C(C1)(F)F